4-(4-(4-chloro-2-(1-(6,7-dihydro-5H-pyrrolo[1,2-c]imidazol-1-yl)-2-oxo-2-(thiazol-2-ylamino)ethyl)-7-fluoro-2H-indazol-6-yl)phenyl)piperazine-1-carboxylic acid tert-butyl ester C(C)(C)(C)OC(=O)N1CCN(CC1)C1=CC=C(C=C1)C=1C=C(C2=CN(N=C2C1F)C(C(NC=1SC=CN1)=O)C1=C2N(C=N1)CCC2)Cl